5-methoxy-1-(1-phenylvinyl)-1H-indole COC=1C=C2C=CN(C2=CC1)C(=C)C1=CC=CC=C1